ClC1=C(C2=C(N=C(N2)CCl)C=C1)CCCCOCCOCCOCCOCCOCC#C 1-{4-[5-chloro-2-(chloromethyl)benzimidazolyl]butoxy}-2-{2-[2-(2-prop-2-ynyloxyethoxy)ethoxy]ethoxy}ethane